α-acetyl-benzeneacetonitrile C(C)(=O)C(C#N)C1=CC=CC=C1